rel-(S)-N-[2-amino-5-(2-thienyl)phenyl]-4-(methylsulfonimidoyl)benzamide NC1=C(C=C(C=C1)C=1SC=CC1)NC(C1=CC=C(C=C1)[S@](=O)(=N)C)=O |o1:20|